(R)-2-(3-(3-(fluoro(4-methyl-4H-1,2,4-triazol-3-yl)methyl)oxetan-3-yl)phenyl)-6-(((3-hydroxy-3-methylbutyl)(methyl)amino)methyl)-4-(trifluoromethyl)isoindolin-1-one F[C@H](C1(COC1)C=1C=C(C=CC1)N1C(C2=CC(=CC(=C2C1)C(F)(F)F)CN(C)CCC(C)(C)O)=O)C1=NN=CN1C